3-(2-{[(3S)-6,6-dimethylpiperidin-3-yl]amino}-5-(trifluoromethyl)pyrimidin-4-yl)-7-(2-methoxyethyl)-1H,4H,5H,6H,7H,8H-pyrrolo[2,3-c]azepin-8-one CC1(CC[C@@H](CN1)NC1=NC=C(C(=N1)C1=CNC=2C(N(CCCC21)CCOC)=O)C(F)(F)F)C